COC1=CC=C(C=C1)CCC1=CC(=C(C(=N1)C)O)S(=O)(=O)C 6-(4-methoxyphenylethyl)-2-methyl-4-(methylsulfonyl)pyridin-3-ol